Bis(2-nitrobenzyloxy)methylphenylsilane [N+](=O)([O-])C1=C(COC(OCC2=C(C=CC=C2)[N+](=O)[O-])[SiH2]C2=CC=CC=C2)C=CC=C1